FC=1C=C(C(=O)NCCC2=CC(=NO2)C(=O)NO)C=CC1F 5-(2-(3,4-difluorobenzamido)ethyl)-N-hydroxyisoxazole-3-carboxamide